F[C@@H]([C@]1(CN(CC1)C(C)(C)C=1C=NC(=CC1)C)CCC=1SC(=CC1)F)NC(OC1=CC=CC=C1)=O |o1:2| phenyl ((S)-fluoro((R or S)-3-(2-(5-fluoro-thiophen-2-yl)ethyl)-1-(2-(6-methylpyridin-3-yl)propan-2-yl)pyrrolidin-3-yl)methyl)carbamate